4-(2-((2,6-dimethyltetrahydro-1H-pyrrolizin-7a(5H)-yl)methoxy)-8-fluoro-4-((1R,2R,5S)-2-methyl-3,8-diazabicyclo[3.2.1]octan-3-yl)pyrido[4,3-d]pyrimidin-7-yl)-5-ethynylnaphthalen-2-ol CC1CC2(CC(CN2C1)C)COC=1N=C(C2=C(N1)C(=C(N=C2)C2=CC(=CC1=CC=CC(=C21)C#C)O)F)N2[C@@H]([C@H]1CC[C@@H](C2)N1)C